3-Methoxy-6-methyl-9-propan-2-yl-9H-xanthene COC=1C=CC=2C(C3=CC=C(C=C3OC2C1)C)C(C)C